COC1=C(C(=NC=C1C)CNC1=NC2=C(N1CC1=CC=C(C=C1)OC)C=CC(=C2)C(=O)OC)C Methyl 2-(((4-methoxy-3,5-dimethylpyridin-2-yl)methyl)amino)-1-(4-methoxybenzyl)-1H-benzo[d]imidazole-5-carboxylate